OC([C@H](C[C@H]1C(NCC1)=O)NC([C@H](CC(C)C)NC(=O)OC1(CC1)CC=1C=NC=CC1)=O)S(=O)(=O)[O-] (2S)-1-hydroxy-2-((S)-4-methyl-2-(((1-(pyridin-3-ylmethyl)cyclopropoxy) carbonyl)amino)pentanamido)-3-((S)-2-oxopyrrolidin-3-yl)propane-1-sulfonate